22-hydroxy-docosahexaenoic acid OCCCCCCCCCC=CC=CC=CC=CC=CC=CC(=O)O